4-(pyrrolidin-1-yl)benzoic acid N1(CCCC1)C1=CC=C(C(=O)O)C=C1